OC(CCC)C1C(CCC1)=O 2-(1-hydroxybutyl)-cyclopentanone